3-(2-(6,6-difluoro-1,4-oxazepan-4-carbonyl)-9-fluoro-1,2,3,4-tetrahydro-[1,4]diazepino[6,7,1-hi]indol-7-yl)-4-(imidazo[1,2-a]pyridin-3-yl)-1H-pyrrole FC1(CN(CCOC1)C(=O)N1CCN2C=C(C3=CC(=CC(=C23)C1)F)C1=CNC=C1C1=CN=C2N1C=CC=C2)F